(1r,4r)-4-(4-isopropylpiperazin-1-yl)cyclohexan-1-amine tris(2,2,2-trifluoroacetate) FC(C(=O)O)(F)F.FC(C(=O)O)(F)F.FC(C(=O)O)(F)F.C(C)(C)N1CCN(CC1)C1CCC(CC1)N